NC1=C(C=C(C=C1)Br)NC(CCCCOC1=C(C=NN1C)C1=CC(=CN(C1=O)C)C(=O)OC)C methyl 5-(5-((5-((2-amino-5-bromophenyl) amino) hexyl) oxy)-1-methyl-1H-pyrazol-4-yl)-1-methyl-6-oxo-1,6-dihydropyridine-3-carboxylate